5-(6-Bromo-1-methyl-1H-indazol-3-yl)-2-fluoro-3-(trifluoromethyl)phenol BrC1=CC=C2C(=NN(C2=C1)C)C=1C=C(C(=C(C1)O)F)C(F)(F)F